1-fluoroheptadecan-9-yl 8-((4-hydroxybutyl)amino)octanoate OCCCCNCCCCCCCC(=O)OC(CCCCCCCCF)CCCCCCCC